C(=O)(O)CN(CCN1CCN(CCN(CC1)CC(=O)O)CC(=O)O)CC(=O)O {4-[2-(bis-carboxymethyl-amino)-ethyl]-7-carboxymethyl-[1,4,7]triazonan-1-yl}-acetic acid